CC1=CC=2N(C=C1)C(=C(N2)C2=CC=CC=C2)SCC(N)C2=CC=CC=C2 2-((7-methyl-2-phenylimidazo[1,2-a]pyridin-3-yl)thio)-1-phenylethane-1-amine